tert-butyl 4-(4-(5-(2-((tert-butoxycarbonyl)amino)pyridin-4-yl)-2-methyl-3H-imidazo[4,5-b]pyridin-3-yl)-2-methoxyphenyl)piperazine-1-carboxylate C(C)(C)(C)OC(=O)NC1=NC=CC(=C1)C1=CC=C2C(=N1)N(C(=N2)C)C2=CC(=C(C=C2)N2CCN(CC2)C(=O)OC(C)(C)C)OC